tertbutyl 4-[5-[(4,4-difluoro-1-piperidyl)methyl]-5,6-dihydro-1,4,2-dioxazin-3-yl]-4-methyl-piperidine-1-carboxylate FC1(CCN(CC1)CC1OC(=NOC1)C1(CCN(CC1)C(=O)OC(C)(C)C)C)F